(S)-2-(((benzyloxy)carbonyl)amino)-4-(6-(2-(5,6,7,8-tetrahydro-1,8-naphthyridin-2-yl)ethyl)-2-azaspiro[3.3]hept-2-yl)butanoic acid C(C1=CC=CC=C1)OC(=O)N[C@H](C(=O)O)CCN1CC2(C1)CC(C2)CCC2=NC=1NCCCC1C=C2